C(C1=CC=CC=C1)(C1=CC=CC=C1)N1C(CN(CC1C)C(=O)C=1C=C2CN(C(C2=C(C1)F)=O)C1C(NC(CC1)=O)=O)C 3-(5-(4-benzhydryl-3,5-dimethylpiperazine-1-carbonyl)-7-fluoro-1-oxoisoindolin-2-yl)piperidine-2,6-dione